Tert-butyl-[[6-[1-cyclopropyl-4-(trifluoromethyl)imidazol-2-yl]-2-methoxy-3-pyridyl]methoxy]-dimethyl-silane C(C)(C)(C)[Si](C)(C)OCC=1C(=NC(=CC1)C=1N(C=C(N1)C(F)(F)F)C1CC1)OC